1,4-chrysenequinone C1(C=CC(C=2C3=CC=C4C=CC=CC4=C3C=CC12)=O)=O